C(C)N(C(C1=C(C=CC(=C1)F)OC=1C(=NC=NC1)N1CC2(C1)CCN(CC2)C[C@@H]2CC[C@H](CC2)NS(=O)(=O)CC)=O)C(C)C trans-N-ethyl-2-((4-(7-((4-(ethylsulfonamido)cyclohexyl)methyl)-2,7-diazaspiro[3.5]nonan-2-yl)pyrimidin-5-yl)oxy)-5-fluoro-N-isopropylbenzamide